C(C)(CC)NC1=NC=C(C(=N1)N1C=C(C=C1)C(=O)N[C@H](CO)C1=CC(=C(C=C1)F)Cl)C 1-(2-(sec-butylamino)-5-methylpyrimidin-4-yl)-N-((S)-1-(3-chloro-4-fluorophenyl)-2-hydroxyethyl)-1H-pyrrole-3-carboxamide